N-(4-(2-((7-amino-2-(furan-2-yl)-[1,2,4]triazolo[1,5-a][1,3,5]triazin-5-yl)amino)ethyl)phenyl)-7-chloro-2-oxoindoline-5-sulfonamide NC1=NC(=NC=2N1N=C(N2)C=2OC=CC2)NCCC2=CC=C(C=C2)NS(=O)(=O)C=2C=C1CC(NC1=C(C2)Cl)=O